(6-((1H-pyrazol-1-yl)methyl)-4-methoxybenzo[d]isoxazol-3-yl)-3-(3,9-diazaspiro[5.5]undec-3-yl)benzenesulfonamide N1(N=CC=C1)CC1=CC2=C(C(=NO2)C2=C(C=CC=C2N2CCC3(CC2)CCNCC3)S(=O)(=O)N)C(=C1)OC